O=C(NCCOCCOCCOCCOCCOCCNC(OC(C)(C)C)=O)CC tert-butyl (19-oxo-3,6,9,12,15-pentaoxa-18-azahenicosyl)carbamate